didodecyldiiodosilane C(CCCCCCCCCCC)[Si](I)(I)CCCCCCCCCCCC